Cl.C(=C)N(CCNCCC[Si](OC)(OC)OC)CC1=CC=CC=C1 N-(2-(vinylbenzylamino)ethyl)3-aminopropyltrimethoxysilane hydrochloride